O=C(CC(=O)Cl)C 3-oxo-butyryl chloride